(S)-N-(4-(3-phenylisoxazolidin-2-yl)-7H-pyrrolo[2,3-d]pyrimidin-2-yl)-1,2,3,4-tetrahydroisoquinolin-6-amine C1(=CC=CC=C1)[C@H]1N(OCC1)C=1C2=C(N=C(N1)NC=1C=C3CCNCC3=CC1)NC=C2